N-[4-(3-isopropoxypyrazol-1-yl)-6-phenyl-pyrimidin-2-yl]benzenesulfonamide C(C)(C)OC1=NN(C=C1)C1=NC(=NC(=C1)C1=CC=CC=C1)NS(=O)(=O)C1=CC=CC=C1